[3-(difluoromethoxy)-4-fluoro-phenyl]boronic acid FC(OC=1C=C(C=CC1F)B(O)O)F